NC=1N=CC2=C(C(=C(C=C2C1)C=1C=NC=CC1C)C#N)N 3,8-diamino-6-(4-methylpyridin-3-yl)isoquinoline-7-carbonitrile